C(C1=CC=CC=C1)OC1=C(C=C(C=C1Cl)\C=N\C1=C(C=C(C(=O)OC)C=C1)O)Cl methyl 4-[(E)-(4-benzyloxy-3,5-dichloro-phenyl)methylene amino]-3-hydroxy-benzoate